(R)-(5-bromo-2,3-dihydrobenzofuran-3-yl)carbamic acid benzyl ester C(C1=CC=CC=C1)OC(N[C@H]1COC2=C1C=C(C=C2)Br)=O